C[N+](C)(C)CCCC N,N,N-trimethylbut-1-ylammonium